1,3-dihydroxypropan-2-ylhexadecanoate OCC(CO)OC(CCCCCCCCCCCCCCC)=O